C1=CC(=CC=C1C(=O)N[C@@H](CCC(=O)O)C(=O)O)NC[C@H]2C=NC3=C(N2CO)C(=O)NC(=N3)N The molecule is a 5,6-dihydrofolic acid that is (6S)-5,6-dihydrofolic acid substituted at position 5 by a hydroxymethyl group. It is a 5,6-dihydrofolic acid and a hemiaminal.